OC(C)(C)C=1C=C2NC(C=3N(C2=CC1)C(=CC3)C=3C(=C(C=CC3)N3C(NC1=CC=CC=C1C3=O)=O)C)=O 3-(3-(7-(2-hydroxypropan-2-yl)-4-oxo-4,5-dihydropyrrolo[1,2-a]quinoxalin-1-yl)-2-methylphenyl)quinazoline-2,4(1H,3H)-dione